1-Octyl-3-Methylpyrrolium acetat C(C)(=O)[O-].C(CCCCCCC)[NH+]1C=C(C=C1)C